C(C1=CC=CC=C1)C=1C=C(SC1)C(=O)Cl 4-benzylthiophene-2-carbonyl chloride